2-(2,5-Dioxopyrrolidin-1-yl)-1,1,3,3-tetramethylisouronium tetrafluoroborate F[B-](F)(F)F.O=C1N(C(CC1)=O)OC(N(C)C)=[N+](C)C